OCCS(=O)(=O)CC(CCCC(C(=O)O)(C)C1=CC(=CC=C1)OC(C(=O)OC)C)(C)C 7-((2-hydroxyethyl)sulfonyl)-2-(3-((1-methoxy-1-oxopropan-2-yl)oxy)phenyl)-2,6,6-trimethylheptanoic acid